6-(aziridin-1-yl)-2-(5-(bis(5-aminopentyl)amino)pentyl)-1H-benzo[de]isoquinoline-1,3(2H)-dione N1(CC1)C=1C=CC=2C(N(C(C3=CC=CC1C23)=O)CCCCCN(CCCCCN)CCCCCN)=O